NC(C)C1[C@H](SC=C1)C=1C=NC=CC1 (S)-3-(1-aminoethyl)-2-(3-pyridyl)-2H-thiophene